(1R,3S,5R)-2-(2-(3-acetyl-5-(2-methylpyrimidin-5-yl)-1H-pyrazolo[4,3-b]pyridin-1-yl)acetyl)-N-(6-bromo-5-fluoro-3-methylpyridin-2-yl)-5-methyl-2-azabicyclo[3.1.0]hexane-3-carboxamide C(C)(=O)C1=NN(C=2C1=NC(=CC2)C=2C=NC(=NC2)C)CC(=O)N2[C@@H]1C[C@@]1(C[C@H]2C(=O)NC2=NC(=C(C=C2C)F)Br)C